BrC1=C2CCCC(C2=CC=C1)(C(=O)OC)CC1=C(C(=NC(=N1)Cl)N1C[C@@H](N(CC1)C(=O)[O-])CC#N)[N+](=O)[O-] (2S)-4-(6-((5-bromo-1-(methoxycarbonyl)-1,2,3,4-Tetrahydronaphthalen-1-yl)methyl)-2-chloro-5-nitropyrimidin-4-yl)-2-(cyanomethyl)piperazine-1-carboxylate